N1=CC(=CC=C1)C=1N=CNC1 4-(3-pyridyl)-1H-imidazole